(2-nitro-4-(3-(pyridin-3-yl)-1,2,4-oxadiazol-5-yl)phenyl)piperazine-1-carboxylic acid tert-butyl ester C(C)(C)(C)OC(=O)N1C(CNCC1)C1=C(C=C(C=C1)C1=NC(=NO1)C=1C=NC=CC1)[N+](=O)[O-]